2-bromo-6-(5,7-dimethoxyimidazo[1,2-a]pyridin-2-yl)imidazo[2,1-b][1,3,4]thiadiazole BrC1=NN2C(S1)=NC(=C2)C=2N=C1N(C(=CC(=C1)OC)OC)C2